OC=1C=C(CO)C=CC1OC 3-hydroxy-4-methoxybenzyl alcohol